6-chloro-1-((2-(trimethylsilyl)ethoxy)methyl)pyrimidine-2,4(1H,3H)-dione ClC1=CC(NC(N1COCC[Si](C)(C)C)=O)=O